(2S)-5,5-dimethyl-2-{[(4-methyl-3-oxo-3,4-dihydro-2H-1,4-benzoxazin-7-yl)methyl]amino}hexanoic acid CC(CC[C@@H](C(=O)O)NCC1=CC2=C(N(C(CO2)=O)C)C=C1)(C)C